(S)-3-(2-(4-(4-chlorophenyl)-2,3,9-trimethyl-6H-thieno[3,2-f][1,2,4]triazolo[4,3-a][1,4]diazepin-6-yl)acetamido)propionic acid ClC1=CC=C(C=C1)C1=N[C@H](C=2N(C3=C1C(=C(S3)C)C)C(=NN2)C)CC(=O)NCCC(=O)O